CN([C@H]([C@H](C)NC1=NN(C(C2=C1N=CC=C2)=O)C)C2=CC=C(C(=O)OC)C=C2)C Methyl 4-((1S,2S)-1-(dimethylamino)-2-((6-methyl-5-oxo-5,6-dihydropyrido[2,3-d]pyridazin-8-yl)amino)propyl)benzoate